[13N]-ammonia [13NH3]